2,3,3',4'-biphenyl-tetracarboxylic acid C1(=C(C(=CC=C1)C(=O)O)C(=O)O)C1=CC(=C(C=C1)C(=O)O)C(=O)O